1-(4-(6-(benzyloxy)-2-(cyclohex-1-en-1-yl)-3,4-dihydronaphthalen-1-yl)-2-fluorophenyl)-4-(dimethoxymethyl)piperidine C(C1=CC=CC=C1)OC=1C=C2CCC(=C(C2=CC1)C1=CC(=C(C=C1)N1CCC(CC1)C(OC)OC)F)C1=CCCCC1